3-(1-oxo-6-(piperidin-4-ylmethyl)-3,5,6,7-tetrahydropyrrolo[3,4-f]isoindol-2(1H)-yl)piperidine-2,6-dione O=C1N(CC=2C1=CC=1CN(CC1C2)CC2CCNCC2)C2C(NC(CC2)=O)=O